ClC1=C2CCCC(C2=CC=C1F)=C 5-Chloro-6-fluoro-1-methylene-1,2,3,4-tetrahydronaphthalene